C(C1=CC=CC=C1)N(CC(=O)O)S(=O)(=O)C1=C(C=CC=C1)[N+](=O)[O-] 2-[Benzyl-(2-nitrophenyl)sulfonyl-amino]acetic Acid